methyl 7-isopropyl-2-oxo-1,2-dihydroquinoline-3-carboxylate C(C)(C)C1=CC=C2C=C(C(NC2=C1)=O)C(=O)OC